C1(=CC=CC=C1)OCC=1OC(=CC(C1)=O)COC1=CC=CC=C1 2,6-diphenyloxymethyl-4-pyrone